(R)-(7-methoxy-2-methyl-4-((1-(2-methyl-3-(trifluoromethyl)phenyl)ethyl)amino)quinazolin-6-yl)dimethylphosphine oxide COC1=C(C=C2C(=NC(=NC2=C1)C)N[C@H](C)C1=C(C(=CC=C1)C(F)(F)F)C)P(C)(C)=O